C[N+](C)(C)CC(CC(=O)[O-])O DL-carnitine